ethyl 2-[3-methyl-3-(1H-pyrazol-3-yl)-2H-benzofuran-7-yl]acetate CC1(COC2=C1C=CC=C2CC(=O)OCC)C2=NNC=C2